(1-(2,2-difluoroethyl)-1H-indazol-6-yl)-methanol FC(CN1N=CC2=CC=C(C=C12)CO)F